(E)-2-methyl-2-pentenoic acid C/C(/C(=O)O)=C\CC